C1(CC1)N1N=CC(=C1)[C@H]1CN(C[C@H](O1)C)C1=NC(=C(C(=N1)C(=O)OCC)C=O)C1=C(C=C(C=C1)C)F ethyl 2-[(2S,6R)-2-(1-cyclopropylpyrazol-4-yl)-6-methyl-morpholin-4-yl]-6-(2-fluoro-4-methyl-phenyl)-5-formyl-pyrimidine-4-carboxylate